BrC1=C(C(=CC2=CC(=CC=C12)Cl)NS(=O)(=O)C1=CC=C(C=C1)C)C(O)C1=C(C=CC(=C1)F)Cl N-(4-bromo-7-chloro-3-((2-chloro-5-fluorophenyl)(hydroxy)methyl)naphthalen-2-yl)-4-methylbenzenesulfonamide